1-(4-(4-((4-((2-(6,6-difluoro-3-azabicyclo[3.1.0]hexan-3-yl)pyridin-4-yl)oxy)-2-fluorophenyl)amino)-7H-pyrrolo[2,3-d]pyrimidin-5-yl)piperidin-1-yl)prop-2-en-1-one FC1(C2CN(CC12)C1=NC=CC(=C1)OC1=CC(=C(C=C1)NC=1C2=C(N=CN1)NC=C2C2CCN(CC2)C(C=C)=O)F)F